ClC=1C(=NC(=NC1)NC=1C=NN(C1)CCO)NC=1C=C(C=CC1F)NC(\C=C\CN(C)C)=O (E)-N-(3-((5-chloro-2-((1-(2-hydroxyethyl)-1H-pyrazol-4-yl)amino)pyrimidin-4-yl)amino)-4-fluorophenyl)-4-(dimethylamino)but-2-enamide